ethyl (4S,5R)-5-(methoxymethyl)-1,3,2-dioxathiolane-4-carboxylate 2-oxide COC[C@@H]1[C@H](OS(O1)=O)C(=O)OCC